bis[(2-(3-cyclohexenyl)ethyl)]dichlorosilane C1(CC=CCC1)CC[Si](Cl)(Cl)CCC1CC=CCC1